CC1(CC(=C(CC1)CN1CCN(CC1)C1=CC=C(C(=O)O)C=C1)C=1SC=C(C1)CN1CCOCC1)C 4-(4-((4,4-dimethyl-2-(4-(morpholinomethyl)thiophen-2-yl)cyclohex-1-en-1-yl)methyl)piperazin-1-yl)benzoic acid